C(#N)C1=CC(=NC=C1)S(=O)(=O)NC1CC(C1)NC1=C2C(=NC=C1C1=NC(=NC=C1)C)NC=C2 4-cyano-N-((1s,3s)-3-((5-(2-methylpyrimidin-4-yl)-1H-pyrrolo[2,3-b]pyridin-4-yl)amino)cyclobutyl)pyridine-2-sulfonamide